3-[(2-ethylhexyl)oxy]1,2-propanediol C(C)C(COCC(CO)O)CCCC